ClC1=C(C=O)C=CC(=C1)OCCN1CCN(CC1)C 2-chloro-4-(2-(4-methylpiperazin-1-yl)ethoxy)benzaldehyde